NC1=NC(=C2N=CN(C2=N1)CC1=C(C=C(C=C1F)[N+](=O)[O-])F)C1=CC=CC=N1 6-[2-amino-9-[(2,6-difluoro-4-nitro-phenyl)methyl]Purin-6-yl]Pyridine